4-((3S,4R)-1-((S)-1-((2,2-difluoro-[1,3]dioxolo[4',5':4,5]benzo[1,2-d]thiazol-6-yl)amino)-1-oxopropan-2-yl)-4-fluoropiperidin-3-yl)pyridine 1-oxide FC1(OC=2C(=CC3=C(N=C(S3)NC([C@H](C)N3C[C@@H]([C@@H](CC3)F)C3=CC=[N+](C=C3)[O-])=O)C2)O1)F